(S)-methyl 4-(3-(tert-butoxy)-2-((tert-butoxycarbonyl)amino)-N-methylpropionamido)-3-fluorobenzoate C(C)(C)(C)OC[C@@H](C(=O)N(C)C1=C(C=C(C(=O)OC)C=C1)F)NC(=O)OC(C)(C)C